ClC1=C(C=CC(=C1)F)CC(=O)NC=1C=C(N=NC1)N(C(C)=O)C1=CC(=C(C=C1)F)F N-{5-[2-(2-chloro-4-fluorophenyl)acetylamino]pyridazin-3-yl}-N-(3,4-difluorophenyl)acetamide